3-((2-hydroxy-2-(4-nitrophenyl)ethyl)amino)propan-1-ol OC(CNCCCO)C1=CC=C(C=C1)[N+](=O)[O-]